C1(CC1)[C@@H](C)NC(=O)C1=NNC(=C1)C=1C=C(C=CC1)C=1OC(=CN1)C(=O)N[C@@H](C(C)C)C(=O)OCC ethyl (2-(3-(3-(((R)-1-cyclopropylethyl)carbamoyl)-1H-pyrazol-5-yl)phenyl)oxazole-5-carbonyl)-L-valinate